Glucose O=C[C@H](O)[C@@H](O)[C@H](O)[C@H](O)CO